C1(CC1)C1=C(C=C2C(=N1)N=C(S2)N2CCOCC2)NC(=O)C=2N=C(OC2)C=2C=NN(C2)C[C@H](C)O (S)-N-(5-cyclopropyl-2-morpholinothiazolo[4,5-b]pyridin-6-yl)-2-(1-(2-hydroxypropyl)-1H-pyrazol-4-yl)oxazole-4-carboxamide